FC1(CCN(CC1)C1=NC(=CC(=N1)C(=O)NNC(C1=C(C=C(C=C1)I)N1CCC2(CC2)CC1)=O)C)F 2-(4,4-Difluoropiperidin-1-yl)-N'-(4-iodo-2-(6-azaspiro[2.5]octane-6-yl)benzoyl)-6-methylpyrimidine-4-Carbohydrazide